C([O-])([O-])=O.[Si+4].[Li+] lithium silicon carbonate